2-phenoxy-N-[(1R,3S)-3-{[2-(trifluoromethyl)quinolin-4-yl]amino}cyclohexyl]benzamide O(C1=CC=CC=C1)C1=C(C(=O)N[C@H]2C[C@H](CCC2)NC2=CC(=NC3=CC=CC=C23)C(F)(F)F)C=CC=C1